4-((1,3-Dihydroxypropan-2-yl)amino)-6-methyl-2-(methylthio)pyrimidine-5-carboxylic acid ethyl ester C(C)OC(=O)C=1C(=NC(=NC1C)SC)NC(CO)CO